CN1N=NC(=C1NC(O[C@H](C(F)(F)F)CCCCCC)=O)C1=NC(=C(C=C1)NS(=O)(=O)C)C (S)-1,1,1-trifluorooctan-2-yl (1-methyl-4-(6-methyl-5-(methylsulfonamido) pyridin-2-yl)-1H-1,2,3-triazol-5-yl)carbamate